The molecule is the O-phosphoethanolamine derivative of serine. It is a phosphoethanolamine, a serine derivative, an O-phosphoamino acid and a non-proteinogenic alpha-amino acid. It is a tautomer of a serine phosphoethanolamine dizwitterion. C(COP(=O)(O)OCC(C(=O)O)N)N